1,3,3,4,4,5,5,6,6-nonafluoro-2-(1,1,1,2,3,4,4,5,5,5-decafluoro-3-(trifluoromethyl)pent-2-yl)cyclohex-1-ene FC1=C(C(C(C(C1(F)F)(F)F)(F)F)(F)F)C(C(F)(F)F)(C(C(C(F)(F)F)(F)F)(C(F)(F)F)F)F